6-(6-fluoro-3-pyridyl)-4-[(1R)-1-(5-fluoro-2-pyridyl)ethoxy]pyrazolo[1,5-a]pyridine-3-carbonitrile FC1=CC=C(C=N1)C=1C=C(C=2N(C1)N=CC2C#N)O[C@H](C)C2=NC=C(C=C2)F